C(C)(C)(C)N[C@H]1CN(CC1)C=1N=NC(=CC1)C1=C(C=C(C(=C1)F)C1=CN=NC(=C1)OC)OCOC (3R)-N-tert-butyl-1-{6-[5-fluoro-2-(methoxymethoxy)-4-(6-methoxypyridazin-4-yl)phenyl]pyridazin-3-yl}pyrrolidin-3-amine